(R)-4-aminoethyl-1-Boc-piperidine NCCC1CCN(CC1)C(=O)OC(C)(C)C